1-(2-CHLOROPHENYL)PYRAZOLE-4-BORONIC ACID ClC1=C(C=CC=C1)N1N=CC(=C1)B(O)O